F[C@H]1CN(C[C@@H](C1)NC1=NC=C(C=N1)C(F)(F)F)C1=NC2=C(N1C)C=C(C(=C2)NC(C=C)=O)C(C)C N-(2-((3R,5R)-3-Fluoro-5-((5-(trifluoromethyl)pyrimidin-2-yl)amino)piperidin-1-yl)-6-isopropyl-1-methyl-1H-benzo[d]imidazol-5-yl)acrylamide